C(C)(C)(C)C1=C(C(C(C(C1(C(O[2H])=O)[2H])([2H])[2H])([2H])[2H])(O[2H])[2H])[2H] tert-butyl-paraben-d9